[N+](=O)([O-])C1=CC(=C(C=C1)N1C2=CC=CC=C2C=2C=CC=CC12)C(F)(F)F N-(4-nitro-2-trifluoromethylphenyl)carbazole